(R)-6-(2-(1-cyclopropyl-1H-pyrazol-4-yl)morpholino)-8-(2-fluoro-4-(trifluoromethyl)phenyl)-2,3-dimethylpyrimidino[5,4-d]pyrimidin-4(3H)-one C1(CC1)N1N=CC(=C1)[C@H]1OCCN(C1)C=1N=C(C=2N=C(N(C(C2N1)=O)C)C)C1=C(C=C(C=C1)C(F)(F)F)F